CC=1N=NN(C1C=1C=2N(N=C(C1)N1[C@@H](COCC1)C)C(=NC2C)C2=CC=NN2)C (3R)-4-[4-(dimethyl-1H-1,2,3-triazol-5-yl)-5-methyl-7-(1H-pyrazol-5-yl)imidazo[1,5-b]pyridazin-2-yl]-3-methylmorpholine